1-(2-(benzyloxy)-4-(1-methyl-2H-tetrazol-5-yl)phenyl)-2-bromoethan-1-one C(C1=CC=CC=C1)OC1=C(C=CC(=C1)C1=NNNN1C)C(CBr)=O